O=CC1C(CCCCC1)S(=O)(=O)[O-] 2-oxomethylcycloheptylsulfonate